N-((6-((3R,5S)-3,5-Dimethylpiperazin-1-yl)pyridin-2-yl)methyl)-3-(imidazo[1,2-a]pyridin-7-yl)-1H-pyrrolo[2,3-b]pyridin-4-amine C[C@@H]1CN(C[C@@H](N1)C)C1=CC=CC(=N1)CNC=1C2=C(N=CC1)NC=C2C2=CC=1N(C=C2)C=CN1